FC=1C=CC=C2C=C(COC12)C(=O)O 8-fluoro-2H-chromene-3-carboxylic acid